4-Bromo-2-(4,4-difluoropiperidin-1-yl)benzoic acid BrC1=CC(=C(C(=O)O)C=C1)N1CCC(CC1)(F)F